[1-(2-amino-ethyl)-piperidin-3-yl]-methanol NCCN1CC(CCC1)CO